C(C)(C)(C)OC(=O)N[C@@H](C)C(=O)OC(CCCCCCCCCC)CCCCCCCCCCCC tricosan-11-yl (tert-butoxycarbonyl)-L-alaninate